1-[3-chloro-4-(difluoromethoxy)-2-fluoro-phenyl]-2,5-dimethyl-pyrrole ClC=1C(=C(C=CC1OC(F)F)N1C(=CC=C1C)C)F